4-(3-amino-1H-pyrazol-1-yl)-2-methylbutan-2-ol NC1=NN(C=C1)CCC(C)(O)C